FC=1C=C(C=CC1)[C@@H]([C@@H]1N([C@@H](CC1)C[C@H]1CN(CCC1)S(=O)(=O)C)C(=O)OC(C)(C)C)O tert-Butyl (2R,5S)-2-((S)-(3-fluorophenyl)(hydroxy)methyl)-5-(((S)-1-(methylsulfonyl)piperidin-3-yl)methyl)pyrrolidine-1-carboxylate